10-ethyl-3,7-dicarboxyl-phenothiazine C(C)N1C2=CC=C(C=C2SC=2C=C(C=CC12)C(=O)O)C(=O)O